ClC1=C(OC=2C=CC=3C(=NC=C(N3)N3CCC(CC3)(N)C)N2)C=CC=C1Cl 1-(6-(2,3-Dichlorophenoxy)pyrido[2,3-b]pyrazin-2-yl)-4-methylpiperidin-4-amine